vinylbenzyldimethylethylammonium nonafluorobutanesulfonate FC(C(C(C(S(=O)(=O)[O-])(F)F)(F)F)(F)F)(F)F.C(=C)C(C)[N+](C)(C)CC1=CC=CC=C1